C(C)OC(CN(C)C)=O Ethyldimethylaminoacetate